FC(OC=1C=C(C(=O)O)C=C(C1)OC(F)(F)F)(F)F 3,5-bistrifluoromethoxybenzoic acid